FC1=C(C=CC=C1F)C1=NOC(=C1)CO[C@@H]([C@@](CN1N=CN=C1)(O)C1=C(C=C(C=C1)F)F)C (2R,3R)-3-((3-(2,3-difluorophenyl)isoxazol-5-yl)-methoxy)-2-(2,4-difluorophenyl)-1-(1H-1,2,4-triazol-1-yl)butan-2-ol